5-((5-(methylsulfonyl)-6-(phenylethynyl)pyrazin-2-yl)oxy)-1H-1,2,3-triazole-4-carboxylic acid CS(=O)(=O)C=1N=CC(=NC1C#CC1=CC=CC=C1)OC1=C(N=NN1)C(=O)O